5-(3-isopropoxyphenyl)-5,8,8-trimethyl-6-oxo-3-vinyl-5,6,7,8,9,10-hexahydrobenzo[b][1,8]naphthyridine-4-carbonitrile C(C)(C)OC=1C=C(C=CC1)C1(C2=C(NC=3N=CC(=C(C13)C#N)C=C)CC(CC2=O)(C)C)C